2-isocyano-4'-methoxy-1,1'-biphenyl [N+](#[C-])C1=C(C=CC=C1)C1=CC=C(C=C1)OC